8-((3,5-bis(dimethylamino)phenyl)sulfonyl)-3-hydroxyquinazoline-2,4(1H,3H)-dione CN(C=1C=C(C=C(C1)N(C)C)S(=O)(=O)C=1C=CC=C2C(N(C(NC12)=O)O)=O)C